[Si](C)(C)(C(C)(C)C)OC(=C)OC 1-(tert-Butyldimethylsilanyloxy)-1-methoxyethylene